ClC=1N=CC=2N3C(N(C2N1)CC1=CC=C(C=C1)N1N=C(C=C1C)C(F)(F)F)=CN=C3 2-Chloro-9-(4-(5-methyl-3-(trifluoromethyl)-1H-pyrazol-1-yl)benzyl)-9H-imidazo[5,1-f]purine